4-(Diethylamino)-N-[7-(hydroxyamino)-7-oxoheptyl]benzamide C(C)N(C1=CC=C(C(=O)NCCCCCCC(=O)NO)C=C1)CC